F[C@H]1[C@H]2CC[C@@H](C[C@@H]1C(=C)C=1N=CC(=NC1)C=1C=C3C=CN=CC3=CC1O)N2 6-(5-(1-((1r,2r,3r,5s)-2-fluoro-8-azabicyclo[3.2.1]oct-3-yl)vinyl)pyrazin-2-yl)isoquinolin-7-ol